5-(2-methylpyridin-3-yl)-1,3,4-oxadiazol-2-yl(4-(4-(trifluoromethyl)pyrazolo[1,5-a]pyridin-2-yl)-6,7-dihydro-1H-imidazo[4,5-c]pyridin-5(4H)-yl)methanone CC1=NC=CC=C1C1=NN=C(O1)C(=O)N1C(C2=C(CC1)NC=N2)C2=NN1C(C(=CC=C1)C(F)(F)F)=C2